1-[4-[7-(5-chloro-1H-indazol-4-yl)-2-[[(2S)-1-methylpyrrolidin-2-yl]methoxy]-6,8-dihydro-5H-pyrido[3,4-d]pyrimidin-4-yl]piperazin-1-yl]prop-2-en-1-one ClC=1C(=C2C=NNC2=CC1)N1CC=2N=C(N=C(C2CC1)N1CCN(CC1)C(C=C)=O)OC[C@H]1N(CCC1)C